5-(6-(imino(1,4,5,6-tetrahydropyrimidin-2-yl)methyl)-1H,3'H-[2,5'-bibenzo[d]imidazol]-2'-yl)-2-methoxyphenol N=C(C=1C=CC2=C(NC(=N2)C2=CC3=C(N=C(N3)C=3C=CC(=C(C3)O)OC)C=C2)C1)C=1NCCCN1